N-(cyclopropylmethyl)-1-({3,4-difluoro-2-[(2-fluoro-4-iodophenyl)amino]Phenyl}carbonyl)azetidin-3-amine C1(CC1)CNC1CN(C1)C(=O)C1=C(C(=C(C=C1)F)F)NC1=C(C=C(C=C1)I)F